C(C)(C)(C)OC(=O)N1CC(CCC1)(C)OC1=NC=2N(C(=C1)NCC1=CC(=CC=C1)P(=O)(C)C)N=CC2C(C)C 3-((7-((3-(dimethylphosphoryl)benzyl)amino)-3-Isopropylpyrazolo[1,5-a]pyrimidin-5-yl)oxy)-3-methylpiperidine-1-carboxylic acid tert-butyl ester